4-CHLORO-6-HYDROXYINDOLE-3-CARBOXALDEHYDE ClC1=C2C(=CNC2=CC(=C1)O)C=O